FC1=CC(=C2C(OCC2=C1)(C)C)CC(=O)OC(C)(C)C tert-butyl 2-(6-fluoro-3,3-dimethyl-1,3-dihydroisobenzofuran-4-yl)acetate